C(C)(C)(C)OC(=O)NC(=NCCO)NC(=O)OC(C)(C)C 1,3-di-t-butoxycarbonyl-2-(2-hydroxyethyl)guanidine